N-(7,9-difluoro-2,3,4,5-tetrahydro-1H-benzo[b]azepin-3-yl)-6-methyl-4-oxo-1-phenyl-1,4-dihydropyridazine-3-carboxamide FC1=CC2=C(NCC(CC2)NC(=O)C2=NN(C(=CC2=O)C)C2=CC=CC=C2)C(=C1)F